N-[4-(3-chlorophenoxy)-3-sulfamoylphenyl]-2-[2-chloro-3-(trifluoromethyl)phenyl]acetamide tert-butyl-2-[1-[4-[(2,6-dioxo-3-piperidyl)amino]phenyl]-4-piperidyl]-2,2-difluoro-acetate C(C)(C)(C)OC(C(F)(F)C1CCN(CC1)C1=CC=C(C=C1)NC1C(NC(CC1)=O)=O)=O.ClC=1C=C(OC2=C(C=C(C=C2)NC(CC2=C(C(=CC=C2)C(F)(F)F)Cl)=O)S(N)(=O)=O)C=CC1